C(C)(C)N1N=C(C2=NC(=CC(=C21)NCC=2C=NN(C2)C)C=2C(NC=CC2)=O)C 3-[1-isopropyl-3-methyl-7-[(1-methylpyrazol-4-yl)methylamino]pyrazolo[4,3-b]pyridin-5-yl]-1H-pyridin-2-one